5-fluoro-7-(8-fluoro-2-methylimidazo[1,2-a]pyridin-6-yl)-3-(piperidin-4-yl)quinazolin-4(3H)-one FC1=C2C(N(C=NC2=CC(=C1)C=1C=C(C=2N(C1)C=C(N2)C)F)C2CCNCC2)=O